Cl.NC(C)C1=C(OC2=C(C=CC=C2C1=O)Cl)C1=CC=CC=C1 (1-aminoethyl)-8-chloro-2-phenyl-4H-chromen-4-one hydrochloride